C(C)(C)N1CC(CCC1)C1=NN=CO1 5-(1-isopropylpiperidin-3-yl)-1,3,4-oxadiazole